ClC1=NOC(=C1)C(=O)O 3-chloro-1,2-oxazole-5-carboxylic acid